indoline-1,6-dicarboxylic acid 1-(tert-butyl) 6-methyl ester COC(=O)C1=CC=C2CCN(C2=C1)C(=O)OC(C)(C)C